2-((cyclopropylmethyl)amino)-6-(4-methoxyphenyl)-5H-spiro[pyrido[4,3-d]pyrimidine-8,3'-pyrrolidin]-7(6H)-one C1(CC1)CNC=1N=CC2=C(N1)C1(CNCC1)C(N(C2)C2=CC=C(C=C2)OC)=O